FC=1C=C(C=C(C1OC1=CC(=NC=C1)OC(F)(F)F)F)CO (3,5-Difluoro-4-((2-(trifluoromethoxy)pyridin-4-yl)oxy)phenyl)methanol